[Si](C)(C)(C(C)(C)C)O[C@@H]1[C@@H](CCC1)NCC=1C=C(C2=C(N=C(O2)C=2C=C(C=CC2)C2=C(C=C(C=C2)F)C2=NN=CN2C)C1)C(F)(F)F (1R,2S)-2-((tert-Butyldimethylsilyl)oxy)-N-((2-(4'-fluoro-2'-(4-methyl-4H-1,2,4-triazol-3-yl)-[1,1'-biphenyl]-3-yl)-7-(trifluoromethyl)benzo[d]oxazol-5-yl)methyl)cyclopentan-1-amine